F[P-](F)(F)(F)(F)F.FC=1C(=C(C=C(C1)F)[Ir+]C1=C(C(=CC(=C1)F)F)C1=NC=C(C=C1)C)C1=NC=C(C=C1)C bis[3,5-difluoro-2-[5-methyl-2-pyridyl]phenyl]iridium (III) hexafluorophosphate